3-(RS)-3-cyclopentyl-3-[4-(7-{[2-(trimethylsilyl)ethoxy]methyl}-7H-pyrrolo[2,3-d]pyrimidin-4-yl)-1H-pyrazol-1-yl]propanenitrile C1CC(CC1)[C@@H](CC#N)N1N=CC(=C1)C=1C2=C(N=CN1)N(C=C2)COCC[Si](C)(C)C |r|